CN(S(=O)(=O)N([C@@H]1[C@@H](N([C@@H](C1)C)C(=O)OCCCCl)COC1CCC(CC1)C1=CC(=CC=C1)O)CC1=CC=C(C=C1)OC)C 3-chloropropyl (2R,3S,5R)-3-((N,N-dimethylsulfamoyl)(4-methoxybenzyl)amino)-2-(((4-(3-hydroxyphenyl)cyclohexyl)oxy)methyl)-5-methylpyrrolidine-1-carboxylate